tert-butyl 5-formyl-3,4-dihydro-1H-isoquinoline-2-carboxylate C(=O)C1=C2CCN(CC2=CC=C1)C(=O)OC(C)(C)C